1,5-diphenyl-naphthalenedicarboxylate C1(=CC=CC=C1)C1(C(C=CC2=C(C=CC=C12)C1=CC=CC=C1)C(=O)[O-])C(=O)[O-]